6-methoxy-2-naphthalenyl alcohol COC=1C=C2C=CC(=CC2=CC1)O